Cl.COC1CC(C1)NC1=NC(=NN2C1=C(C(=C2)C2=NN(C=C2)C)C)C=2N(C=CN2)C N-((1r,3r)-3-Methoxycyclobutyl)-5-methyl-2-(1-methyl-1H-imidazol-2-yl)-6-(1-methyl-1H-pyrazol-3-yl)pyrrolo[2,1-f][1,2,4]triazin-4-amine hydrochloride salt